CC=1C(=NC=CC1)C1=CC=C(N=N1)C1=NNC2=NC=C(C=C21)C2=CC1=C(CC[C@@H](CC1)N1C3COCC1C3)C=C2 6-[(7S)-3-[3-[6-(3-Methylpyridin-2-yl)pyridazin-3-yl]-1H-pyrazolo[3,4-b]pyridin-5-yl]-6,7,8,9-tetrahydro-5H-benzo[7]annulen-7-yl]-3-oxa-6-azabicyclo[3.1.1]heptane